(4-(4-(4-methoxypiperidin-1-yl)-4-oxobutyl)-1-phenyl-1H-imidazol-2-yl)-3-(1-methyl-1H-pyrazol-4-yl)benzamide tris(2,3-dibromopropyl)-phosphate BrC(COP(=O)(OCC(CBr)Br)OCC(CBr)Br)CBr.COC1CCN(CC1)C(CCCC=1N=C(N(C1)C1=CC=CC=C1)C1=C(C(=O)N)C=CC=C1C=1C=NN(C1)C)=O